2-(2,6-dichlorophenyl)-5-((4-(3,3-dimethylazetidine-1-carbonyl)phenyl)amino)-2H-1,2,3-triazole-4-carboxamide ClC1=C(C(=CC=C1)Cl)N1N=C(C(=N1)C(=O)N)NC1=CC=C(C=C1)C(=O)N1CC(C1)(C)C